P(=O)(O)(O)O.CC1=NNC=C1C 3,4-Dimethylpyrazole phosphate